C(=O)OC1(CN(C1)CC1=C(C=C(C=C1)C1CN(C1)C1=C(C=CC=C1Cl)Cl)F)C 1-(4-(1-(2,6-dichlorophenyl)azetidin-3-yl)-2-fluorobenzyl)-3-methylazetidin-3-ol formate